C1=CCCCC12CCC1(CC2)CCN(CC1)C(=O)[O-] 2,3,5,6-tetrahydro-1H-spiro[pyridin-4,9'-spiro[5.5]undec-1-ene]-1-carboxylate